C(C)(C)(C)OC(=O)O[C@@H]1[C@H]([C@H](N(C1)C(=O)OC(C)(C)C)CC1=CC=C(C=C1)C=1SC(=NN1)C(F)(F)F)OC(=O)OC1=CC=C(C=C1)[N+](=O)[O-] tert-butyl (2R,3S,4S)-4-[(tert-butoxycarbonyl)oxy]-3-[(4-nitrophenoxycarbonyl)oxy]-2-({4-[5-(trifluoromethyl)-1,3,4-thiadiazol-2-yl]phenyl}methyl)pyrrolidine-1-carboxylate